C(C1=CC=CC=C1)OC1=CC=2N(C=C1Br)C=C(N2)C21COC(C2)(C1)C 7-(benzyloxy)-6-bromo-2-(1-methyl-2-oxabicyclo[2.1.1]hex-4-yl)imidazo[1,2-a]pyridine